3-((4-formyl-6-methoxypyridin-3-yloxy)methyl)pyrazolo[1,5-a]pyrazine-2-carboxamide C(=O)C1=C(C=NC(=C1)OC)OCC=1C(=NN2C1C=NC=C2)C(=O)N